1-(5-ethoxy-2,4-dimethoxyphenyl)propan-2-amine C(C)OC=1C(=CC(=C(C1)CC(C)N)OC)OC